FC=1C(=C(C(=CC1)C=1CCC(CC1)(F)F)C(=O)OC(C)(C)C)C tert-butyl 4,4',4'-trifluoro-3-methyl-2',3',4',5'-tetrahydro-[1,1'-biphenyl]-2-carboxylate